OCC(COCCCCCCCCCCCCCCCCCC)N1C(C2=CC=CC=C2C1=O)=O (1-hydroxy-3-(octadecyloxy)propan-2-yl)isoindoline-1,3-dione